OC1=CC=C(C(=O)C2=C(C(=O)O)C=CC=C2)C=C1 2-(4-hydroxybenzoyl)benzoic acid